ClC1=C(C=CC(=C1)Cl)C1=CC=C(S1)CC(=O)NCCN1CCCCC1 2-(5-(2,4-Dichlorophenyl)thiophen-2-yl)-N-(2-(piperidin-1-yl)ethyl)acetamid